2-(4-(2-((4-(Bis((9Z,12Z)-2-hydroxyoctadeca-9,12-dien-1-yl)amino)butyl)disulfaneyl)ethyl)piperazin-1-yl)ethyl 4-(bis(2-hydroxytetradecyl)amino)butanoate OC(CN(CCCC(=O)OCCN1CCN(CC1)CCSSCCCCN(CC(CCCCCC\C=C/C\C=C/CCCCC)O)CC(CCCCCC\C=C/C\C=C/CCCCC)O)CC(CCCCCCCCCCCC)O)CCCCCCCCCCCC